OC=1C=C(C=C2C=CC=NC12)C(=O)OC methyl 8-hydroxyquinoline-6-carboxylate